NCC1=CC2=C(N(C(=N2)CN2C(C3(C4=C(C=C(C=C24)F)F)CC3)=O)CCCS(=O)(=O)C3CC3)C=C1 1'-((5-(aminomethyl)-1-(3-(cyclopropylsulfonyl)propyl)-1H-benzo[d]imidazol-2-yl)methyl)-4',6'-difluorospiro[cyclopropane-1,3'-indol]-2'-one